di(2-ethylbutyl) azelate C(CCCCCCCC(=O)OCC(CC)CC)(=O)OCC(CC)CC